6-(benzyloxycarbonylamino)-3-iodo-4,5,6,7-tetrahydrobenzothiophene-2-carboxylate C(C1=CC=CC=C1)OC(=O)NC1CC2=C(C(=C(S2)C(=O)[O-])I)CC1